ClC1=C(SC(=C1)Cl)S(=O)(=O)Cl 3,5-dichlorothiophene-2-sulfonyl chloride